6,7-dichloro-2-[quinolin-5-yl-diazanyl]Benzothiazole ClC1=C(C2=C(N=C(S2)NNC2=C3C=CC=NC3=CC=C2)C=C1)Cl